C(C)(C)(C)OC(=O)N(C1=CC(=NC=2N1N=CC2C2CC2)C([C@@H]2CN(CCC2)C(=O)OC(C)(C)C)O)C2=CC(=CC=C2)F Tert-Butyl (S)-3-((7-((tert-butoxycarbonyl)(3-fluorophenyl)amino)-3-cyclopropylpyrazolo[1,5-a]pyrimidin-5-yl)hydroxymethyl)piperidine-1-carboxylate